4'-ACETYL-BIPHENYL-3-CARBOXYLIC ACID C(C)(=O)C1=CC=C(C=C1)C1=CC(=CC=C1)C(=O)O